C12C(CC(C(C1)CN)C2)CN norbornane-2,5-dimethylamine